C[C@@H](CC)NC(OC1CCCC1)=O cyclopentyl (2S)-butan-2-ylcarbamate